1-(2-Chloropyridin-3-yl)-7-cyclopropyl-4-(((1s,2r)-2-fluorocyclopropyl)amino)quinazolin-2(1H)-one ClC1=NC=CC=C1N1C(N=C(C2=CC=C(C=C12)C1CC1)N[C@@H]1[C@@H](C1)F)=O